1-amino-8-methoxy-4-(o-tolyl)-6-(trifluoromethyl)-3H-pyrido[1,2-c]pyrimidin-3-one NC1=NC(C(=C2N1C(=CC(=C2)C(F)(F)F)OC)C2=C(C=CC=C2)C)=O